CC([C@@H](NCC1=NC=C(C=C1)C(F)(F)F)C1=NC=CC=N1)C |r| rac-2-methyl-1-(pyrimidin-2-yl)-N-((5-(trifluoromethyl)pyridin-2-yl)methyl)propan-1-amine